4-[4-[[4-(Dimethylamino)-1-piperidinyl]carbonyl]phenyl]-N-[4-(4,6-di-4-morpholinyl-1,3,5-triazin-2-yl)phenyl]urea CN(C1CCN(CC1)C(=O)C1=CC=C(C=C1)C1(CC=C(C=C1)NC(=O)N)C1=NC(=NC(=N1)N1CCOCC1)N1CCOCC1)C